tert-butyl 8-(5-((4-((4-(acetamidomethyl) piperidin-1-yl) methyl)-6-(3,5-dichlorophenyl) pyridin-2-yl) oxy) pyridin-2-yl)-3,8-diazabicyclo[3.2.1]octane-3-carboxylate C(C)(=O)NCC1CCN(CC1)CC1=CC(=NC(=C1)C1=CC(=CC(=C1)Cl)Cl)OC=1C=CC(=NC1)N1C2CN(CC1CC2)C(=O)OC(C)(C)C